NC=1C2=C(N=CN1)N(C1=C2C=2C(C(CC1)O)=C(ON2)C2CC2)C2CNCC2 11-amino-3-cyclopropyl-7-(pyrrolidin-3-yl)-4,5,6,7-tetrahydroisoxazolo[4'',3'':6',7']cyclohepta[1',2':4,5]pyrrolo[2,3-d]pyrimidin-4-ol